tert-butyl (4R)-4-[(1S)-1-[[tert-butyl(diphenyl)silyl]oxymethyl]-3-methyl-but-3-enyl]-2-oxo-oxazolidine-3-carboxylate [Si](C1=CC=CC=C1)(C1=CC=CC=C1)(C(C)(C)C)OC[C@@H](CC(=C)C)[C@H]1N(C(OC1)=O)C(=O)OC(C)(C)C